3-bromo-6-(2-fluorophenoxy)-1-methyl-1H-pyrrolo[2,3-b]pyridine-2-carboxylic acid methyl ester COC(=O)C1=C(C=2C(=NC(=CC2)OC2=C(C=CC=C2)F)N1C)Br